(2S,4r)-1-[(2S)-2-(4-cyclopropyl-triazol-1-yl)-3,3-dimethyl-butyryl]-4-hydroxy-N-(3-tetrahydronaphthalen-1-yloxy-propyl)pyrrolidine-2-carboxamide C1(CC1)C=1N=NN(C1)[C@H](C(=O)N1[C@@H](C[C@H](C1)O)C(=O)NCCCOC1CCCC2=CC=CC=C12)C(C)(C)C